N1N=NN=C1CCCCCCC1=NN=NN1 5,5'-hexamethylenebis(1H-tetrazole)